C(C)(C)(C)N1C=C(C=C1)C(=O)NCC1=NC(=NO1)C1=NN2C(C=CC=C2N[C@H]2[C@H](CN(CC2)C)F)=C1[C@@H]1OC1 1-(tert-butyl)-N-((3-(7-(((3S,4R)-3-fluoro-1-methylpiperidin-4-yl)amino)-3-((S)-oxiran-2-yl)pyrazolo[1,5-a]pyridin-2-yl)-1,2,4-oxadiazol-5-yl)methyl)-1H-pyrrole-3-carboxamide